1,4-Bis(maleimidomethyl)cyclohexane methyl-4-chloro-6-(1,2,5,6-tetrahydropyridin-3-yl)-1H-indole-2-carboxylate COC(=O)C=1NC2=CC(=CC(=C2C1)Cl)C=1CNCCC1.C1(C=CC(N1CC1CCC(CC1)CN1C(C=CC1=O)=O)=O)=O